N[C@H](C(=O)N(C)[C@H](C(=O)N1CC2(CC1C(=O)N)C(NCC1=CC=CC=C12)=O)CC1CC1)CC1CC1 1'-((S)-2-((S)-2-amino-3-cyclopropyl-N-methylpropanamido)-3-cyclopropylpropanoyl)-3-oxo-2,3-dihydro-1H-spiro[isoquinoline-4,3'-pyrrolidine]-5'-carboxamide